OC(C(=O)N1C[C@@H](N(C[C@H]1CO)C(=O)OC(C)(C)C)C)(C)C tert-Butyl (2S,5S)-4-(2-hydroxy-2-methylpropanoyl)-5-(hydroxymethyl)-2-methylpiperazine-1-carboxylate